1'-methyl-5-(5-methylpiperidin-2-yl)-3H-spiro[benzofuran-2,4'-piperidine] CN1CCC2(CC1)OC1=C(C2)C=C(C=C1)C1NCC(CC1)C